2-(3-acetyl-5-(pyrimidin-5-ylamino)-1H-indol-1-yl)-N-(2-(((6-bromopyridin-2-yl)methyl)amino)-2-oxoethyl)-N-isopropylacetamide C(C)(=O)C1=CN(C2=CC=C(C=C12)NC=1C=NC=NC1)CC(=O)N(C(C)C)CC(=O)NCC1=NC(=CC=C1)Br